N-(1-methylpyrazol-4-yl)-1-(2,2,2-trifluoroethyl)piperidin-4-amine trifluoroacetate FC(C(=O)O)(F)F.CN1N=CC(=C1)NC1CCN(CC1)CC(F)(F)F